CC=1C=C(OC2=C(C(=O)N)C=C(C=C2)C)C=CC1O 2-(3-methyl-4-hydroxyphenoxy)-5-methylbenzamide